C[C@@H]1OC2=C(N(C1)C(=O)C1=CC(=CC=C1)N1N=C(N=C1)COC)C=CC=C2C [(2S)-2,3-Dihydro-2,8-dimethyl-4H-1,4-benzoxazin-4-yl][3-[3-(methoxymethyl)-1H-1,2,4-triazol-1-yl]phenyl]methanone